2,5-di(tert-butyl)benzene C(C)(C)(C)C1=CC=C(C=C1)C(C)(C)C